dichloro-2H-indazol ClC=1N(N=C2C=CC=CC12)Cl